OCC=1OC(OC1C)=O 4-(Hydroxymethyl)-5-methyl-[1,3]dioxol-2-one